N(=C=O)C(C)(C)C 2-isocyanato-2-methyl-propane